N4,N4'-bis(4-vinyl-phenyl)-N4,N4'-bis-1-naphthyl-biphenyl-4,4'-diamine C(=C)C1=CC=C(C=C1)N(C1=CC=C(C=C1)C1=CC=C(C=C1)N(C1=CC=CC2=CC=CC=C12)C1=CC=C(C=C1)C=C)C1=CC=CC2=CC=CC=C12